C1=C(C=CC2=CC=CC=C12)C1C(C2=CC=CC=C2C1)=O 2-(2-naphthyl)-1-indanone